[Si](C)(C)(C(C)(C)C)O[C@H]1C[C@@H](O[C@@H]1CO[Si](C)(C)C(C)(C)C)N1C2=NC(=NC(=C2N=C1)O[C@@H](CC#N)C)NC(C(C)C)=O N-(9-((2R,4S,5R)-4-((tert-butyldimethylsilyl)oxy)-5-(((tert-butyldimethylsilyl)oxy)methyl)tetrahydrofuran-2-yl)-6-(((R)-1-cyanopropan-2-yl)oxy)-9H-purin-2-yl)isobutyramide